C1(=CC=CC=C1)[C@@H](C)C1(CCCC=2C3=CC(=CC=C3NC12)C=1SC=CC1)N ((R)-1-Phenylethyl)-6-(thiophen-2-yl)-2,3,4,9-tetrahydro-1H-carbazol-1-amine